C(CCCCCCCCCS(=O)(=O)O)S(=O)(=O)O decandisulfonic acid